1,2-dibenzhydrylethylene C(C1=CC=CC=C1)(C1=CC=CC=C1)C=CC(C1=CC=CC=C1)C1=CC=CC=C1